C1(=CC=CC=C1)C(NC(=O)C=1C(NC(=CC1)C(F)(F)F)=O)C1=CC=C(C=C1)C=1C=NC=CC1 N-(phenyl(4-(pyridin-3-yl)phenyl)methyl)-2-oxo-6-(trifluoromethyl)-1,2-dihydropyridine-3-carboxamide